C(#N)C=1C=C(C=NC1N1N=CC=N1)NC(=O)C1=C(C(=NS1)C1CCN(CC1)C)C1CC1 N-(5-CYANO-6-(2H-1,2,3-TRIAZOL-2-YL)PYRIDIN-3-YL)-4-CYCLOPROPYL-3-(1-METHYLPIPERIDIN-4-YL)ISOTHIAZOLE-5-CARBOXAMIDE